C1(CC1)C1=CC(=CC(=N1)C=1OC2=C(N1)C=C(C=C2F)C2(CC2)C(=O)O)C2=C(C=C(C=C2)F)C2=NN=CN2C 1-(2-{6-cyclopropyl-4-[4-fluoro-2-(4-methyl-1,2,4-triazol-3-yl)phenyl]Pyridin-2-yl}-7-fluoro-1,3-benzooxazol-5-yl)cyclopropane-1-carboxylic acid